nitronaphthalenecarboxylate [N+](=O)([O-])C1=C(C2=CC=CC=C2C=C1)C(=O)[O-]